3-(6-aminopyridin-3-yl)-N-((5-(5-fluoro-6-(morpholine-4-carbonyl)pyridin-2-yl)-7-(trifluoromethyl)benzofuran-2-yl)methyl)acrylamide ammonium aminomethanoate NC(=O)[O-].[NH4+].NC1=CC=C(C=N1)C=CC(=O)NCC=1OC2=C(C1)C=C(C=C2C(F)(F)F)C2=NC(=C(C=C2)F)C(=O)N2CCOCC2